C(C)(=O)NC1=C(C(=O)NC=2SC=C(N2)Br)C=CC=C1 2-acetamido-N-(4-bromothiazol-2-yl)benzamide